CC1=NOC(=C1C1=CC2=C(N(C(=N2)[C@@H]2CCC(N2)=O)[C@H]2C[C@@H](CC2)OC)C=C1)C (S)-5-(5-(3,5-dimethylisoxazol-4-yl)-1-(trans-(1r,3r)-3-methoxycyclopentyl)-1H-benzo[d]imidazol-2-yl)pyrrolidin-2-one